NCCC[Si](O[Si](CCCN)(C1=CC=CC=C1)C1=CC=CC=C1)(C1=CC=CC=C1)C1=CC=CC=C1 1,3-bis(3-aminopropyl)tetraphenyldisiloxane